CC1(OC=2C=C(C=C(C2C2=C1CCC([C@H]2O)C)O)CCCCC)C (10R)-6,6,9-Trimethyl-3-pentyl-7,8,9,10-tetrahydrobenzo[c]chromene-1,10-diol